(2R,3R,4R,5R,6R)-2-((5-((1r,4r)-4-hydroxycyclohexyl)isoxazol-3-yl)methyl)-6-(hydroxymethyl)-4-(4-(3,4,5-trifluorophenyl)-1H-1,2,3-triazol-1-yl)tetrahydro-2H-pyran-3,5-diol OC1CCC(CC1)C1=CC(=NO1)C[C@H]1O[C@@H]([C@@H]([C@@H]([C@H]1O)N1N=NC(=C1)C1=CC(=C(C(=C1)F)F)F)O)CO